[[(bis[[(2,2-dimethylpropanoyl)oxy]methoxy]phosphoryl)methyl([(2,2-dimethylpropanoyl)oxy] methoxy)phosphoryl]oxy]methyl 2,2-dimethylpropanoate CC(C(=O)OCOP(=O)(OCOC(C(C)(C)C)=O)CP(=O)(OCOC(C(C)(C)C)=O)OCOC(C(C)(C)C)=O)(C)C